2-methyl-4-(7H-purin-6-ylamino)but-2-en-1-ol CC(CO)=CCNC1=C2NC=NC2=NC=N1